[Si](C1=CC=CC=C1)(C1=CC=CC=C1)(C(C)(C)C)OC[C@@H]1[C@@H](C1)COCCC(=O)OC(C)(C)C |r| tert-butyl rac-3-(((1R,2S)-2-(((tert-butyldiphenylsilyl)oxy)methyl)cyclopropyl)methoxy)propanoate